C(C)C(C(=O)[O-])CCCC.[V+5].C(C)C(C(=O)[O-])CCCC.C(C)C(C(=O)[O-])CCCC.C(C)C(C(=O)[O-])CCCC.C(C)C(C(=O)[O-])CCCC vanadium 2-ethylhexanoate